CC1(OC=2C(=NC(=CC2)C=2C(=CC(=NC2)NC(C)=O)NC2=NC(=CC(=C2)N2CCCC2)S(=O)(=O)C)OC1)C N-(5-(2,2-dimethyl-2,3-dihydro-[1,4]dioxino[2,3-b]pyridin-6-yl)-4-((6-(methylsulfonyl)-4-(pyrrolidin-1-yl)pyridin-2-yl)amino)pyridin-2-yl)acetamide